benzyl (2S)-2-(tert-butoxycarbonylamino)-5-hydroxy-hexanoate C(C)(C)(C)OC(=O)N[C@H](C(=O)OCC1=CC=CC=C1)CCC(C)O